FC1=CC=C(S1)C#CC1=CN(C2=NC=C(C=C21)NC(C=C)=O)C N-(3-((5-Fluorothiophen-2-yl)ethynyl)-1-methyl-1H-pyrrolo[2,3-b]pyridin-5-yl)acrylamide